3-FLUORO-4-METHYLPHENYLBORONIC ACID FC=1C=C(C=CC1C)B(O)O